(R)-2-(trans-4-aminocyclohexyl)-6-((4,6-dimethyl-2-oxo-1,2-dihydropyridin-3-yl)methyl)-9-(furan-2-yl)-2,4-dimethyl-7,8-dihydro-[1,3]dioxolo[4,5-g]isoquinolin-5(6H)-one N[C@@H]1CC[C@H](CC1)[C@@]1(OC=2C(=C(C=3CCN(C(C3C2C)=O)CC=2C(NC(=CC2C)C)=O)C=2OC=CC2)O1)C